2-(2-fluoro-3-((S or R)-1-(((R)-((R)-7-fluoro-1,2,3,4-tetrahydropyrido[2,3-b]pyrazin-3-yl)(phenyl)methyl)amino)propan-2-yl)phenyl)acetic acid FC1=C(C=CC=C1[C@@H](CN[C@H](C1=CC=CC=C1)[C@H]1CNC2=C(N1)N=CC(=C2)F)C)CC(=O)O |o1:7|